CN1C(C2=CC=C(C=C2CC1)O)C1=CC(=C(C=C1)[N+](=O)[O-])C 2-methyl-1-(3-methyl-4-nitrophenyl)-1,2,3,4-tetrahydroisoquinolin-6-ol